3-(5-(3-Benzyl-3-azabicyclo[3.1.0]hexan-6-yl)-2-oxobenzo[cd]indol-1(2H)-yl)piperidine-2,6-dione C(C1=CC=CC=C1)N1CC2C(C2C1)C=1C=CC=2C(N(C3=CC=CC1C23)C2C(NC(CC2)=O)=O)=O